Br[Mg]\C=C\C bromo((1E)-prop-1-en-1-yl)magnesium